C1(=CC=CC=C1)C1=CC=C2C(=N1)OC(=C2)B(O)O (6-phenylfuro[2,3-b]pyridin-2-yl)boronic acid